FC1(CCC(CC1)[C@H](NC(=O)C=1N(N=NC1)CCOC(F)(F)F)C1=NC2=C(N1)C=C(C=C2)[C@@H](C)NC(CCC(F)(F)F)=O)F N-[(S)-(4,4-Difluorocyclohexyl)-[6-[(1R)-1-(4,4,4-trifluorobutanoylamino)ethyl]-1H-benzimidazol-2-yl]methyl]-3-[2-(trifluoromethoxy)ethyl]triazole-4-carboxamide